COC1=CC=C(C=C1)CN(C1=CC(=C(C(=N1)C1=C(C=C2C(=NC(=NC2=C1F)OCC1(CC1)CN(C)C)O)Cl)C(F)(F)F)C)CC1=CC=C(C=C1)OC 7-(6-{bis[(4-methoxyphenyl)methyl]amino}-4-methyl-3-(trifluoromethyl)pyridin-2-yl)-6-chloro-2-({1-[(dimethylamino)methyl]cyclopropyl}methoxy)-8-fluoroquinazolin-4-ol